amino-5-((2-(1-(3-methoxypropyl)-2-oxo-1,2-dihydropyridin-3-yl)ethyl)amino)-2-methyl-3-propylpyrazolo[1,5-a]pyrimidine-6-carbonitrile NC1=C(C(=NC=2N1N=C(C2CCC)C)NCCC=2C(N(C=CC2)CCCOC)=O)C#N